C(C)(C)(C)C=1ON=C2C=3N(CC(CC21)=C)N=C2C3C=NCC2 tert-butyl-5-methylene-5,6,9,10-tetrahydro-4H-isoxazolo[3,4-c]pyrido[4',3':3,4]pyrazolo[1,5-a]azepine